ClC1=CC2=C(N3C(C=4C=CC=NC24)=NC2=C3C=CC=C2)C=C1 6-Chloro-benz-imidazo[2,1-f]benzo[h][1,6]naphthyridin